CC=1SC(=C(N1)C(=O)N1C2CC(CC1COC1=CC=C(C=C1)C)C2)C2=CC=CC=C2 2-(2-methyl-5-phenyl-1,3-thiazole-4-carbonyl)-3-(4-methylphenoxymethyl)-2-azabicyclo[3.1.1]heptane